ClC=1C=CC2=C([C@@H](C[C@@H](O2)C(=O)NC23CC(C2)(C3)N3N=CC(=C3)C3=CC=C(C=C3)OC(F)(F)F)O)C1 (2R,4R)-6-chloro-4-hydroxy-N-(3-{4-[4-(trifluoromethoxy)phenyl]-1H-pyrazol-1-yl}bicyclo[1.1.1]pentan-1-yl)-3,4-dihydro-2H-1-benzopyran-2-carboxamide